5-chloro-3-methyl-1H-pyrazolo[4,3-d]pyrimidine ClC=1N=CC2=C(N1)C(=NN2)C